N-[3-[1-(5-cyclopropyl-3H-imidazol-4-yl)imidazo[1,5-a]pyrazin-6-yl]-2,4-difluorophenyl]-5-fluoro-2-methoxy-pyridine-3-sulfonamide C1(CC1)C1=C(NC=N1)C=1N=CN2C1C=NC(=C2)C=2C(=C(C=CC2F)NS(=O)(=O)C=2C(=NC=C(C2)F)OC)F